3-(2-(3-(dimethylamino)phenoxy)ethoxy)-N-(3-methoxybenzyl)-N-(3-(pyrrolidin-1-yl)benzyl)aniline CN(C=1C=C(OCCOC=2C=C(N(CC3=CC(=CC=C3)N3CCCC3)CC3=CC(=CC=C3)OC)C=CC2)C=CC1)C